N[C@@H](C(=O)O)CNC(C1=CC(=CC(=C1)C(C1=CC=CC=C1)OC)F)=O (2R)-2-amino-3-(3-fluoro-5-(methoxy(phenyl)methyl)benzamido)propanoic acid